N1CCCC2CCCC=C12 octahydroquinolin